5-[6-(6-chloro-2-methyl-quinazolin-4-yl)-7,8-dihydro-5H-1,6-naphthyridin-3-yl]-2-methyl-thiazole ClC=1C=C2C(=NC(=NC2=CC1)C)N1CC=2C=C(C=NC2CC1)C1=CN=C(S1)C